O1C[C@H](CC1)OC1=CC=C(C=C1)C1=CC=C(C=C1)C=O (S)-4'-(tetrahydrofuran-3-yloxy)-4-formyl-[1,1'-biphenyl]